CC1=C(C(C=O)=CC(=C1)C)C=O 3,5-dimethylphthalaldehyde